2-(7-fluoro-5-methoxy-1-((2-(trimethylsilyl)ethoxy)methyl)-1H-indazol-3-yl)ethyl methanesulfonate CS(=O)(=O)OCCC1=NN(C2=C(C=C(C=C12)OC)F)COCC[Si](C)(C)C